CNC1C(OC2=C1C=CC(=C2)C(F)(F)F)C N,2-dimethyl-6-(trifluoromethyl)-2,3-dihydrobenzofuran-3-amine